5-[(1E)-3-{4-[3-(dimethylamino)prop-1-yn-1-yl]-2-fluorophenoxy}-2-methylpropan-1-en-1-yl]-1,3-thiazole-4-carboxylic acid CN(CC#CC1=CC(=C(OC/C(=C/C2=C(N=CS2)C(=O)O)/C)C=C1)F)C